2-[3-[4-(cyclopropylcarbamoyl)-3-(difluoromethoxy)-5-methoxy-phenyl]imidazo[1,2-a]pyridin-7-yl]oxyacetic acid C1(CC1)NC(=O)C1=C(C=C(C=C1OC)C1=CN=C2N1C=CC(=C2)OCC(=O)O)OC(F)F